5-((1-Methyl-5-(5-(trifluoromethyl)pyridin-2-yl)-1H-pyrazol-3-yl)amino)pyrazine-2-carbonitrile CN1N=C(C=C1C1=NC=C(C=C1)C(F)(F)F)NC=1N=CC(=NC1)C#N